FC=1C=C(C=CC1OC1=NC(=CC=C1)C)C1=C2N(C=3N=CN=C(C31)N)CCN2 5-(3-fluoro-4-((6-methylpyridin-2-yl)oxy)phenyl)-7,8-dihydro-6H-imidazo[1',2':1,5]pyrrolo[2,3-d]pyrimidin-4-amine